C1(=CC=CC=C1)C(C)C1CCCC2=CC=CC=C12 1,2,3,4-tetrahydro-(1-phenylethyl)naphthalene